5-(2-(2-chlorophenyl)-4,5,6,7-tetrahydro-1H-benzo[d]imidazol-6-yl)-4,5,6,7-tetrahydro-3H-imidazo[4,5-c]pyridine ClC1=C(C=CC=C1)C1=NC2=C(N1)CC(CC2)N2CC1=C(CC2)N=CN1